S-xanthyl-L-cysteine C1=CC=CC=2OC3=CC=CC=C3C(C12)SC[C@H](N)C(=O)O